butyltricyclo[6.2.0.03,6]deca-1,3(6),7-trien C(CCC)C1=C2CCC2=CC=2CCC12